FC1=C(C=CC2=C1B(OC2)O)C(=O)OC2=C(C(=C(C(=C2F)F)F)F)F pentafluorophenyl 7-fluoro-1-hydroxy-1,3-dihydrobenzo[c][1,2]oxaborole-6-carboxylate